3-{4-[(3,5-dimethyl-1H-pyrazol-4-yl)sulfonyl]-2-morpholinyl}-N,N-dimethyl-1-benzothiophene-2-carboxamide CC1=NNC(=C1S(=O)(=O)N1CC(OCC1)C1=C(SC2=C1C=CC=C2)C(=O)N(C)C)C